N-[(4S)-chroman-4-yl]-8-(2,3-dichlorophenyl)-5-methoxy-4-(dimethylamino)-1,7-naphthyridine-3-carboxamide O1CC[C@@H](C2=CC=CC=C12)NC(=O)C=1C=NC2=C(N=CC(=C2C1N(C)C)OC)C1=C(C(=CC=C1)Cl)Cl